(di-isopropylaminomethyl)triazole C(C)(C)N(C(C)C)CC=1N=NNC1